N,N'-di(2-hydroxyethyl)-N,N'-diethyl ethylenediamine diethyl 2,2'-(oxybis(methylene))diacrylate O(CC(C(=O)OCC)=C)CC(C(=O)OCC)=C.OCCN(CCN(CC)CCO)CC